NC=1C=NN(C1C(C)O)C=1C=NC=CC1 1-[4-amino-1-(pyridin-3-yl)-1H-pyrazol-5-yl]ethan-1-ol